C(C=1C(O)=CC=CC1)(=O)N[C@@H](CC(=O)[O-])C(=O)[O-].[Ca+2] calcium N-salicyloyl-L-aspartate